C(C)OC1=CC(=C2C(=CC(=NC2=C1OCC)C(=O)OC)C(=O)OC)N\N=C(/C(=O)OCC)\C dimethyl (Z)-7,8-diethoxy-5-(2-(1-ethoxy-1-oxopropan-2-ylidene)hydrazino)quinoline-2,4-dicarboxylate